monomethoxy monomethacrylate C(C(=C)C)(=O)OOC